C1(CCC1)C1=CC(=C(C(=O)O)C=C1C1=NN=CN1)C 4-cyclobutyl-2-methyl-5-(4H-1,2,4-triazol-3-yl)benzoic acid